ClC=1C=C(C=CC1F)NC1=NC=NC2=CC(=C(C=C12)OCCCN1CCN(CC1)C(=O)OC(C)(C)C)OC tert-butyl 4-(3-((4-((3-chloro-4-fluorophenyl)amino)-7-methoxyquinazolin-6-yl)oxy)propyl)piperazine-1-carboxylate